NC(C(F)(F)F)C1=CC=C(C=C1)N1N=CC2=C1N=CN(C2=O)CC2(CCN(CC2)C(C(CCCNC(=O)C2=CC=C1C(=CC=NC1=C2)Cl)CC2=CC=CC=C2)=O)O N-(5-(4-((1-(4-(1-amino-2,2,2-trifluoroethyl)phenyl)-4-oxo-1H-pyrazolo[3,4-d]pyrimidin-5(4H)-yl)methyl)-4-hydroxypiperidin-1-yl)-4-benzyl-5-oxopentyl)-4-chloroquinoline-7-carboxamide